C(C)(C)N(C(C)C)CC.C=CC1=CC=C(C=C1)S(=O)(=O)O p-styrenesulfonic acid N,N-diisopropylethylamine salt